1,3,5-tris(4-aminophenyl)isocyanuric acid NC1=CC=C(C=C1)N1C(=O)N(C(=O)N(C1=O)C1=CC=C(C=C1)N)C1=CC=C(C=C1)N